1-(5-((1H-1,2,4-triazol-5-yl)amino)-4-methylpyridin-2-yl)propan-1-ol N1N=CN=C1NC=1C(=CC(=NC1)C(CC)O)C